C(C=C)(=O)NC(CS(=O)(=O)[O-])(C)C.C(C)(C)(CC(C)(C)C)[NH3+] tert-octylammonium 2-acrylamido-2-methylpropanesulfonate